5-Phenyl-N-[(6S)-4-methyl-5-oxo-7,8-dihydro-6H-pyrazolo[1,5-a][1,3]diazepin-6-yl]isochinolin-3-carboxamid C1(=CC=CC=C1)C1=C2C=C(N=CC2=CC=C1)C(=O)N[C@@H]1C(N(C=2N(CC1)N=CC2)C)=O